tert-butyl 2-(3-chloro-2-fluoropyridin-4-yl)-5-vinylpyrrolidine-1-carboxylate ClC=1C(=NC=CC1C1N(C(CC1)C=C)C(=O)OC(C)(C)C)F